CC1=CC(=NC(=C1)C)C(=O)N[C@@H](C(=O)N1CCC2(CC1)C(CN(CC2)C)C2=CC=CC=C2)C(C)C 4,6-dimethyl-N-((2R)-3-methyl-1-(9-methyl-7-phenyl-3,9-diazaspiro[5.5]undecan-3-yl)-1-oxobutan-2-yl)picolinamide